CC=1OC2=C(N1)C=CC(=C2)C2=CC=CNN2C2CC(NC(C2)(C)C)(C)C 6-(2-methylbenzo-[d]oxazol-6-yl)-N-(2,2,6,6-tetramethylpiperidin-4-yl)pyridazin